COC(C1=C(C(=C(C=C1F)C1CC1)N)C)=O 3-amino-4-cyclopropyl-6-fluoro-2-methylbenzoic acid methyl ester